1-(2-(4-(2-chloro-4-(5-(4-(cyanomethoxy)-2,3-difluorophenyl)-1-methyl-1H-imidazole-2-carboxamido)benzoyl)piperazin-1-yl)-2-oxoethyl)azetidine-3-carboxylic acid 2,2,2-trifluoroacetate FC(C(=O)O)(F)F.ClC1=C(C(=O)N2CCN(CC2)C(CN2CC(C2)C(=O)O)=O)C=CC(=C1)NC(=O)C=1N(C(=CN1)C1=C(C(=C(C=C1)OCC#N)F)F)C